ClC=1C=NN(C1C1=NN2C(C(CCC2)NC2=CC(=C(C=C2)C=2N(C=C(N2)C(F)(F)F)CC)F)=C1)C(C)C 2-(4-chloro-1-isopropyl-1H-pyrazol-5-yl)-N-(4-(1-ethyl-4-(trifluoromethyl)-1H-imidazol-2-yl)-3-fluorophenyl)-4,5,6,7-tetrahydropyrazolo[1,5-a]pyridin-4-amine